N1(CCCC1)C=1C=CC(=NC1)C(=O)O 5-(pyrrolidin-1-yl)picolinic acid